N-(4-(2-((2S,5S)-2-(1-(4-bromophenyl)-3-(4-fluorophenyl)-1H-pyrazol-4-yl)-5-methyl-4-oxooxazolidin-3-yl)ethyl)-2-fluorophenyl)acetamide BrC1=CC=C(C=C1)N1N=C(C(=C1)[C@@H]1O[C@H](C(N1CCC1=CC(=C(C=C1)NC(C)=O)F)=O)C)C1=CC=C(C=C1)F